OCCOC1=CC=C(C=C1)C1(C=2C=CC=CC2CC2=CC=CC=C12)C1=CC=C(C=C1)OCCO 10,10-bis(4-(2-hydroxyethoxy)phenyl)anthracen